(R)-N-(1,1-dioxido-2,3-di-hydro-thiophen-3-yl)-6-fluoro-7-(2-methylbut-3-yn-2-yl)-2-oxo-1,2-di-hydro-quinoline-3-carboxamide O=S1(C[C@@H](C=C1)NC(=O)C=1C(NC2=CC(=C(C=C2C1)F)C(C)(C#C)C)=O)=O